CC1=NC(=NC(=C1)C1NC2=C(CCC1)C=CC=C2)N 4-Methyl-6-(1,3,4,5-tetrahydro-2H-benzazepin-2-yl)pyrimidin-2-amine